ClC1=C(C=CC(=C1O)O)C(C(=O)N)O 2-(2-chloro-3,4-dihydroxyphenyl)-2-hydroxyacetamide